3-(3-bromopropoxy)-5,7-dimethoxy-2-(3',4',5'-trimethoxyphenyl)-4H-chromen-4-one BrCCCOC1=C(OC2=CC(=CC(=C2C1=O)OC)OC)C1=CC(=C(C(=C1)OC)OC)OC